BrC=1N(C=C(N1)C#N)COCC[Si](C)(C)C 2-bromo-1-(2-trimethylsilylethoxymethyl)imidazole-4-carbonitrile